3-methyl-4-((4-aminophenyl)diazepinyl)-1-phenyl-1H-pyrazol-5(4H)-onediazonium CC1(NN(C(C1C1=NNC=CC=C1C1=CC=C(C=C1)N)=O)C1=CC=CC=C1)[N+]#N